BrCC(=O)NC1=CC=C(CCNC(OC(C)(C)C)=O)C=C1 tert-butyl (4-(2-bromoacetamido)phenethyl)carbamate